5-methoxy-2,6-dimethyl-(4,4-bipyridine)-3-carboxylic acid COC=1C(=C(C(=NC1C)C)C(=O)O)C1=CC=NC=C1